C(N)(=O)C=1C=C(C=CC1)CN1C2=C(C=CC=C2C=2C(CCCC12)CCC)C(=O)O 9-[(3-carbamoylphenyl)methyl]-4-propyl-2,3,4,9-tetrahydro-1H-carbazole-8-carboxylic acid